(2R,4R)-4-hydroxypyrrolidine-1,2-dicarboxylic acid 1-(tert-butyl) 2-methyl ester COC(=O)[C@@H]1N(C[C@@H](C1)O)C(=O)OC(C)(C)C